(1R)-1-[5-[2,5-dimethyl-3-[[(3S)-3-methylpiperazin-1-yl]methyl]anilino]-1,3,4-oxadiazol-2-yl]ethanol hydrochloride Cl.CC1=C(NC2=NN=C(O2)[C@@H](C)O)C=C(C=C1CN1C[C@@H](NCC1)C)C